toluenesulfonylbenzylisonitrile C(C1=CC=CC=C1)S(=O)(=O)C(C1=CC=CC=C1)[N+]#[C-]